4-docosylterephthalamide C(CCCCCCCCCCCCCCCCCCCCC)C1(CC=C(C(=O)N)C=C1)C(=O)N